(1s,4s)-4-hydroxycyclohexane OC1CCCCC1